CN1CCC(CC1)OC1=CC=C2C(=CNC2=C1)C([C@H](C1=CC=CC=C1)NCCC1=CC=C(C#N)C=C1)=O |r| (S)- and (R)-4-(2-((2-(6-((1-methylpiperidin-4-yl)oxy)-1H-indol-3-yl)-2-oxo-1-phenyl-ethyl)amino)ethyl)benzonitrile